alpha-methyl-methionine C[C@](N)(CCSC)C(=O)O